N-(((2S,5R)-6-hydroxy-7-oxo-1,6-diazabicyclo[3.2.1]octan-2-yl)(imino)methyl)pyrimidine-5-carboxamide ON1[C@@H]2CC[C@H](N(C1=O)C2)C(NC(=O)C=2C=NC=NC2)=N